O1C=NCC1 l-4,5-dihydrooxazole